ClC1=C(C(=CC=C1)[N+](=O)[O-])N1C(CC(CC1)(C)C)C 1-(2-chloro-6-nitro-phenyl)-2,4,4-trimethyl-piperidine